Cl.FC(OC=1C=C(C=NC1C)C1=CC=C(C=C1)CN[C@@H]1C[C@@H](CC1)N(C=1C2=C(N=CN1)SC(=C2)CC(F)(F)F)C)F (1R,3S)-N3-({4-[5-(difluoromethoxy)-6-methylpyridin-3-yl]phenyl}methyl)-N1-methyl-N1-[6-(2,2,2-trifluoroethyl)thieno[2,3-d]pyrimidin-4-yl]cyclopentane-1,3-diamine hydrochloride